tert-butyl 6-(5-fluoropyridin-2-yl)-8-[(pyridin-4-yl)amino]-2H,3H,4H-pyrido[3,2-b][1,4]oxazine-4-carboxylate FC=1C=CC(=NC1)C=1C=C(C=2OCCN(C2N1)C(=O)OC(C)(C)C)NC1=CC=NC=C1